ClC(C(=O)NC=1C(=NC(=NC1)Cl)NCC1=CC=C(C=C1)C=1N(C=C(N1)C(F)(F)F)C)C 2-chloro-N-(2-chloro-4-((4-(1-methyl-4-(trifluoromethyl)-1H-imidazol-2-yl)benzyl)amino)pyrimidin-5-yl)propionamide